[Fe].C1(=CC=CC=C1)P(C=1C=CC=C2C=CC=NC12)C1=CC=CC=C1 8-(diphenylphosphino)quinoline iron